ClC=1C=NN(C1C1=NN2C(N(CCC2)CC2=CC(=C(C=C2)C=2N(C=C(N2)C(F)(F)F)CC)F)=C1)[C@@H](COC)C (R)-2-(4-chloro-1-(1-methoxypropan-2-yl)-1H-pyrazol-5-yl)-4-(4-(1-ethyl-4-(trifluoromethyl)-1H-imidazol-2-yl)-3-fluorobenzyl)-6,7-dihydropyrazolo[1,5-a]pyrimidin